acetylacetone (acetylacetate) C(C)(=O)CC(=O)O.C(C)(=O)CC(C)=O